N1(C=NC=C1)C1=CC(=NC=C1)C(=O)NC1COCCC1 4-(1H-imidazol-1-yl)-N-(tetrahydro-2H-pyran-3-yl)picolinamide